C1=CC=CC=C1.[N].[N].[N] tri-nitrogen benzene